(4R,5S,6R)-3-((3S,5S)-5-((S)-3-Aminopyrrolidine-1-carbonyl)pyrrolidin-3-ylthio)-6-((R)-1-(2,2-difluoroacetamido)ethyl)-4-methyl-7-oxo-1-azabicyclo[3.2.0]hept-2-ene-2-carboxylic acid N[C@@H]1CN(CC1)C(=O)[C@@H]1C[C@@H](CN1)SC1=C(N2C([C@@H]([C@H]2[C@H]1C)[C@@H](C)NC(C(F)F)=O)=O)C(=O)O